6-(2-fluoro-4-methoxyphenyl)-2-(2-fluorobenzyl)pyridazin-3(2H)-one FC1=C(C=CC(=C1)OC)C=1C=CC(N(N1)CC1=C(C=CC=C1)F)=O